FC1=C(C(=C(C=C1OC)OC)F)C1=CC2=C(N=C(N=C2)N[C@@H]2COCC[C@@H]2NC(C=C)=O)C(=N1)NC N-((3S,4S)-3-((6-(2,6-difluoro-3,5-dimethoxyphenyl)-8-(methylamino)pyrido[3,4-d]pyrimidin-2-yl)amino)tetra-hydro-2H-pyran-4-yl)acrylamide